tert-butyl (2-aminoethyl)(ethyl)formate NCCCCC(=O)OC(C)(C)C